2-(3-Chloropropoxy)acetic acid ClCCCOCC(=O)O